O1CCN(CC1)C1=CC(=C(C(=O)NN)C=C1)C(F)(F)F 4-morpholino-2-(trifluoromethyl)benzohydrazide